(7-(4-(4-(2,3-dichlorophenyl)piperazin-1-yl)butoxy)-2-oxo-3,4-dihydroquinolin-1(2H)-yl)methyl benzylcarbamate C(C1=CC=CC=C1)NC(OCN1C(CCC2=CC=C(C=C12)OCCCCN1CCN(CC1)C1=C(C(=CC=C1)Cl)Cl)=O)=O